4-cyano-2-(methylsulfonyl)-N-(3-(trifluoromethyl)bicyclo[1.1.1]pentan-1-yl)benzamide C(#N)C1=CC(=C(C(=O)NC23CC(C2)(C3)C(F)(F)F)C=C1)S(=O)(=O)C